C1(CC1)NC1=NC(=NC=C1C(F)(F)F)NC=1C=C2CCN(CC2=CC1)C(=O)C=1C=C(CC2=NNC(C3=CC=CC=C23)=O)C=CC1F 4-(3-(6-(4-(cyclopropylamino)-5-(trifluoromethyl)pyrimidin-2-ylamino)-1,2,3,4-tetrahydroisoquinoline-2-carbonyl)-4-fluorobenzyl)phthalazin-1(2H)-one